BrC1=C(N(N=C1)C)CNCCN(C(OC(C)(C)C)=O)C tert-butyl N-[2-[(4-bromo-2-methyl-pyrazol-3-yl) methylamino] ethyl]-N-methyl-carbamate